BrC1=CC(=NC=N1)N1CC2CCC(C1)O2 3-(6-bromopyrimidin-4-yl)-8-oxa-3-azabicyclo[3.2.1]octane